C1(CC1)CNC1=CC=C(C=N1)/C(=C/C=1C=C(C=NC1C)C(=O)O)/F 5-[(Z)-2-{6-[(cyclopropylmethyl)amino]pyridin-3-yl}-2-fluorovinyl]-6-methylpyridine-3-carboxylic acid